ONC(\C=C\C1=C(C=CC=C1)NC(CC1=CC=C(C=C1)C)=O)=O (E)-N-hydroxy-3-(2-(2-(p-tolyl)acetamido)phenyl)acryl-amide